tert-butyl 4-(3-cyclopropyl-1-(trans-3-(hydroxymethyl) cyclobutyl)-1H-indazol-6-yl)piperazine-1-carboxylate C1(CC1)C1=NN(C2=CC(=CC=C12)N1CCN(CC1)C(=O)OC(C)(C)C)[C@@H]1C[C@H](C1)CO